C(C1=CC=CC=C1)(=O)N1C(N(CCC1)[C@@H]1O[C@@H]([C@H](C1)O)COC(C1=CC=CC=C1)(C1=CC=C(C=C1)OC)C1=CC=C(C=C1)OC)=O 1-benzoyl-3-((2R,4S,5R)-5-((bis(4-methoxyphenyl)(phenyl)methoxy)methyl)-4-hydroxytetrahydrofuran-2-yl)tetrahydropyrimidin-2(1H)-one